N-(1-(3-(4-chlorophenoxy)propyl)piperidin-4-yl)-2-(4-cyclopropylphenoxy)acetamide ClC1=CC=C(OCCCN2CCC(CC2)NC(COC2=CC=C(C=C2)C2CC2)=O)C=C1